C(#N)C1(CCCC1)C1=CC=C(C=C1)NC(=O)C=1C(=NC=CC1)NCC1=CC=NC=C1 N-[4-(1-cyanocyclopentyl)phenyl]-2-{[(pyridin-4-yl)methyl]amino}pyridine-3-carboxamide